C(C)OC(=O)C=1N=CC2=CN=CC(=C2C1)C1=CC=CC=C1 5-phenyl-2,7-naphthyridine-3-carboxylic acid ethyl ester